C12(OCC(NC1)C2)C21CNCC(CC2)O1 2-oxa-5-azabicyclo[2.2.1]heptanyl-8-oxa-3-azabicyclo[3.2.1]octane